BrC=1C=C(C=2N(C1)N=CC2C#N)C=2C=NC(=CC2)N2[C@H]1[C@@](CN([C@H]1C2)CC=2C=NC(=CC2)OC)(C)C#N 6-bromo-4-(6-((1S,4S,5S)-4-cyano-2-((6-methoxypyridin-3-yl)methyl)-4-methyl-2,6-diazabicyclo[3.2.0]heptan-6-yl)pyridin-3-yl)pyrazolo[1,5-a]pyridine-3-carbonitrile